FC=1C(=NC=CC1)[C@@H]1N(CCC1)C1=NC=2N(C=C1)N=CC2N2N=CC(=C2)N2CC(CC2)O 1-(1-(5-((R)-2-(3-fluoropyridin-2-yl)pyrrolidin-1-yl)pyrazolo[1,5-a]pyrimidin-3-yl)-1H-pyrazol-4-yl)pyrrolidin-3-ol